C1=CC=CC=2C3=CC=CC=C3C(C12)COC(=O)N[C@H](C(=O)O)[C@@H](O)C1=CC=C(C=C1)C(N)=O (2S,3S)-2-((((9H-fluoren-9-yl)methoxy)carbonyl)amino)-3-(4-carbamoylphenyl)-3-hydroxypropanoic acid